BrC=1C(=C(C(=C(N(CC2=CC=C(C=C2)OC)CC2=CC=C(C=C2)OC)C1)F)C)C(F)F 5-bromo-4-(difluoromethyl)-2-fluoro-N,N-bis(4-methoxybenzyl)-3-methylaniline